FC1=CC(=CC2=C1OCO2)C=2C=C1C(=NC2)N(N=C1NC(CC(C)(C)C)=O)CCC(C)(C)O N-(5-(7-fluorobenzo[d][1,3]dioxol-5-yl)-1-(3-hydroxy-3-methylbutyl)-1H-pyrazolo[3,4-b]pyridin-3-yl)-3,3-dimethylbutanamide